COC1=NC=C(C2=C1N=C(S2)NC(=O)N2CCC(CC2)(C)CO)C=2C=NN(C2)C 4-Hydroxymethyl-4-methyl-piperidine-1-carboxylic acid [4-methoxy-7-(1-methyl-1H-pyrazol-4-yl)-thiazolo[4,5-c]pyridin-2-yl]-amide